OC1CCC(N(CC1)C(=O)OCC1=CC=CC=C1)C benzyl 5-hydroxy-2-methylazepane-1-carboxylate